BrC=1C(NC(=NC1C1CCCC1)C1=CC=NN1CC)=O 5-bromo-6-cyclopentyl-2-(1-ethyl-1H-pyrazol-5-yl)-4(3H)-pyrimidinone